methyl-4-isooctyl chloride CCCCC(CC(C)C)Cl